5-(2-((1H-indol-3-yl)methylene)hydrazinyl)-2-(pyridin-4-yl)-[1,2,4]triazole N1C=C(C2=CC=CC=C12)C=NNC=1N=CN(N1)C1=CC=NC=C1